(+)-1-(3,4-dimethoxybenzyl)-6,7-dimethoxy-1,2,3,4-tetrahydroisoquinoline COC=1C=C(CC2NCCC3=CC(=C(C=C23)OC)OC)C=CC1OC